4-((2-cyanophenyl)thio)-6-(1-((1s,4s)-4-hydroxycyclohexyl)-1H-pyrazol-4-yl)pyrazolo[1,5-a]pyridine-3-carbonitrile C(#N)C1=C(C=CC=C1)SC=1C=2N(C=C(C1)C=1C=NN(C1)C1CCC(CC1)O)N=CC2C#N